7-chloro-8-(2-(difluoromethyl)-6-methylpyridin-4-yl)-[1,2,4]triazolo[4,3-c]pyrimidin-5-amine ClC1=C(C=2N(C(=N1)N)C=NN2)C2=CC(=NC(=C2)C)C(F)F